1-{4-[4-({(1R)-1-[2-methyl-3-(trifluoromethyl)phenyl]ethyl}amino)pyrido[2,3-d]pyrimidin-6-yl]-3,6-dihydropyridin-1(2H)-yl}ethan-1-one CC1=C(C=CC=C1C(F)(F)F)[C@@H](C)NC=1C2=C(N=CN1)N=CC(=C2)C=2CCN(CC2)C(C)=O